FC=1N=C2C(=CC=NC2=CC1F)C1=C(C=2C(NCCC2N1)=O)I 2-(6,7-difluoro-1,5-naphthyridin-4-yl)-3-iodo-1h,5h,6h,7h-pyrrolo[3,2-c]Pyridin-4-one